ClC1=CC=C(C=C1)C=1C=C(C(N(N1)C1=CC(=CC=C1)F)=O)C(=O)N[C@H](CO)CC(C)C 6-(4-chlorophenyl)-2-(3-fluorophenyl)-N-[(2S)-1-hydroxy-4-methylpent-2-yl]-3-oxo-2,3-dihydropyridazine-4-carboxamide